[[2-[3-(6-fluoro-[1,2,4]triazolo[4,3-a]pyridin-7-yl)propyl]-2-azaspiro[3.3]heptan-6-yl]methyl]-2,8-dimethyl-phthalazin-1-one FC=1C(=CC=2N(C1)C=NN2)CCCN2CC1(C2)CC(C1)CC1=NN(C(C2=C(C=CC=C12)C)=O)C